C[C@@H]1N([C@@H](CCC1)C1=CC=CC=C1)C(C(=O)OCC(F)(F)F)=O 2,2,2-trifluoroethyl 2-[(2S,6S)-2-methyl-6-phenyl-1-piperidyl]-2-oxo-acetate